6-(4-methoxyphenyl)-1H-indole-2-carboxylic acid methyl ester COC(=O)C=1NC2=CC(=CC=C2C1)C1=CC=C(C=C1)OC